CSC1=CC=CS1 5-(methylsulfanyl)thiophene